potassium permanganate hydrate O.[Mn](=O)(=O)(=O)[O-].[K+]